FC1=CC=C(CN2C(OC(C2)=C)=O)C=C1 3-(4-fluorobenzyl)-5-methyleneoxazolidin-2-one